1-[2-(3-Chloropyridin-4-yl)-1,7-naphthyridin-4-yl]-2,2-dimethylpiperidin-4-ol ClC=1C=NC=CC1C1=NC2=CN=CC=C2C(=C1)N1C(CC(CC1)O)(C)C